OCCNCC(COC1=CC=CC=C1)O ((2-hydroxyethyl)amino)-3-phenoxypropan-2-ol